1-(3,5-difluorobenzyl)-4-(4,4,5,5-tetramethyl-1,3,2-dioxaborolan-2-yl)-1H-pyrazole FC=1C=C(CN2N=CC(=C2)B2OC(C(O2)(C)C)(C)C)C=C(C1)F